1-((3S,5S)-3-((6-amino-5-(4-phenoxyphenyl)pyrimidin-4-yl)amino)-5-fluoropiperidin-1-yl)prop-2-en-1-one NC1=C(C(=NC=N1)N[C@@H]1CN(C[C@H](C1)F)C(C=C)=O)C1=CC=C(C=C1)OC1=CC=CC=C1